O=C(CCCCCN(CCCCCCCC(=O)OC(CCCCCCCC)CCCCCCCC)CCN1CCCC1)OCCCCCCCCCCC heptadecan-9-yl 8-((6-oxo-6-(undecyloxy)hexyl) (2-(pyrrolidin-1-yl)ethyl) amino)octanoate